Cl.FC(OC1CC(CC1)N)(F)F 3-(trifluoromethoxy)cyclopentane-1-amine hydrochloride